[N+](=[N-])=CC(CC[C@@H](C(=O)O)NC([C@H](CCSC)OC)=O)=O (S)-6-diazo-2-((S)-2-methoxy-4-(methylthio)butanamido)-5-oxohexanoic acid